5-(cyclopentylmethyl)-N-(4-(5-((5-hydroxypentyl)oxy)-2-(trifluoromethyl)phenyl)pyridin-2-yl)-4H-1,2,4-triazole-3-carboxamide C1(CCCC1)CC=1NC(=NN1)C(=O)NC1=NC=CC(=C1)C1=C(C=CC(=C1)OCCCCCO)C(F)(F)F